C(C1=CC=CC=C1)(C1=CC=CC=C1)(C1=CC=CC=C1)SC[C@H](N)C(=O)O S-Trityl-cysteine